4,5,6-triethyl-3,7-dimethyl-nonane-4,6-diol C(C)C(C(CC)C)(C(C(C(CC)C)(O)CC)CC)O